6-chloro-N-(4-fluoro-3-(2-((1-methylpiperidin-4-yl)amino)quinazolin-6-yl)phenyl)-1-hydroxy-2,3-dihydro-1H-indene-4-sulfonamide ClC=1C=C(C=2CCC(C2C1)O)S(=O)(=O)NC1=CC(=C(C=C1)F)C=1C=C2C=NC(=NC2=CC1)NC1CCN(CC1)C